C(C1=CC=CC=C1)N1CC(CC1)NC(=S)NC1=CC(=CC=C1)OC 1-(1-benzylpyrrolidine-3-yl)-3-(3-methoxyphenyl)thiourea